[Si](C)(C)(C(C)(C)C)OCCOC1=CC(=C(C(=O)Cl)C=C1)OC 4-(2-((tert-butyldimethylsilyl)oxy)ethoxy)-2-methoxybenzoyl chloride